FC1=CC(=C(C=C1)C(=O)N1CCN(CC1)C1=C(C=CC(=C1)SCC(C)C)OC)C(F)(F)F [4-fluoro-2-(trifluoromethyl)phenyl]-[4-(5-isobutylsulfanyl-2-methoxy-phenyl)piperazin-1-yl]methanone